(S)-1-(((6-(2-chloro-3-(3-chloro-2-(2-((S)-2-hydroxypropyl)-8-methoxy-1,2,3,4-tetrahydroisoquinolin-6-yl)pyridin-4-yl)phenyl)-2-methoxypyridin-3-yl)methyl)amino)propan-2-ol ClC1=C(C=CC=C1C1=C(C(=NC=C1)C=1C=C2CCN(CC2=C(C1)OC)C[C@H](C)O)Cl)C1=CC=C(C(=N1)OC)CNC[C@H](C)O